C1(=CC=CC=C1)N1CCNS(C2=C1C=CC=C2)(=O)=O 5-phenyl-2,3,4,5-tetrahydro-1,2,5-benzothiadiazepine 1,1-dioxide